ClCC(=O)C1=C(N(C2=CC(=CC=C12)CCS(=O)(=O)C)C1=CC=C(C=C1)Cl)C 2-chloro-1-(1-(4-chlorophenyl)-2-methyl-6-(2-(methylsulfonyl)ethyl)-1H-indol-3-yl)ethan-1-one